3-[3-(2-chloro-6-methyl-4-pyridyl)-5-[(3-hydroxyazetidin-3-yl)methylamino]pyrazolo[1,5-a]pyrimidin-2-yl]benzonitrile trifluoroacetate FC(C(=O)O)(F)F.ClC1=NC(=CC(=C1)C=1C(=NN2C1N=C(C=C2)NCC2(CNC2)O)C=2C=C(C#N)C=CC2)C